2-(but-3-en-1-yl)-1H-indole C(CC=C)C=1NC2=CC=CC=C2C1